C(C)(C)C(COC(CCC(=O)O)OCC(CCC(C)C)C(C)C)CCC(C)C 4,4-bis((2-isopropyl-5-methylhexyl)oxy)butanoic acid